methyl 3-amino-5-fluoro-pyridine-2-carboxylate NC=1C(=NC=C(C1)F)C(=O)OC